C(C=C)(=O)N1C(CN(CC1)C1=NC=NC2=CC(=C(C=C12)Cl)C1=C(C=CC=C1)C(F)(F)F)C(=O)N 1-acryloyl-4-(6-chloro-7-(2-(trifluoromethyl)phenyl)quinazolin-4-yl)piperazine-2-carboxamide